2,5-dipropyloxy-terephthalaldehyde C(CC)OC1=C(C=O)C=C(C(=C1)C=O)OCCC